S1N=NC2=C1C=CC(=C2)NC=2N=CC=1C(N(C=3N(C1N2)C=CN3)C3=C(C=CC=C3Cl)Cl)=O 2-(1,2,3-benzothiadiazol-5-ylamino)-6-(2,6-dichlorophenyl)imidazo[1,2-a]pyrimido[5,4-e]pyrimidin-5(6H)-one